tert-butyl (S)-3-methyl-2-(2-oxoimidazolidin-1-yl)butanoate CC([C@@H](C(=O)OC(C)(C)C)N1C(NCC1)=O)C